N[C@@H]1C[C@@H](CC12CCN(CC2)C2=NC(=C(C=1N2C=CN1)SC1=C(C(=CC=C1)Cl)Cl)C)O (2R,4R)-4-amino-8-(8-((2,3-dichlorophenyl)thio)-7-methylimidazo[1,2-c]pyrimidin-5-yl)-8-azaspiro[4.5]decan-2-ol